6,7-difluoro-4-oxo-1-(propan-2-yl)-1,4-dihydroquinolin-3-carbaldehyde FC=1C=C2C(C(=CN(C2=CC1F)C(C)C)C=O)=O